ethyl 2-(3-((3-ethoxypropyl)amino)-2-oxopyrazin-1(2H)-yl)acetate C(C)OCCCNC=1C(N(C=CN1)CC(=O)OCC)=O